OC[C@@H](C1=CC(=CC=C1)C#CC1=CC=CC=C1)NC(OC(C)(C)C)=O |r| (±)-tert-Butyl 2-hydroxy-1-(3-(phenylethynyl)phenyl)ethylcarbamate